O=C1NC=NC2=C(C=CC=C12)N1N=CC(=C1C(F)(F)F)C(=O)NC1=CC(=NC=C1)C(F)(F)F 1-(4-oxo-3,4-dihydroquinazolin-8-yl)-5-(trifluoromethyl)-N-[2-(trifluoromethyl)pyridin-4-yl]-1H-pyrazole-4-carboxamide